BrC1=C(N=CN1CC(=O)NC1=CC=NC=C1)C1=CC=C(C=C1)Cl 2-[5-Bromo-4-(4-chlorophenyl)imidazol-1-yl]-N-(4-pyridyl)acetamide